Isopropyl (2R)-2-[[(4aR,6R,7aR)-6-(4-amino-2-oxo-pyrimidin-1-yl)-7,7-difluoro-2-oxo-4,4a,6,7a-tetrahydrofuro[3,2-d][1,3,2]dioxaphosphinin-2-yl]amino]propanoate NC1=NC(N(C=C1)[C@H]1C([C@@H]2OP(OC[C@H]2O1)(=O)N[C@@H](C(=O)OC(C)C)C)(F)F)=O